trihydroxy-methylpropane tris(3-mercaptoacrylate) SC=CC(=O)O.SC=CC(=O)O.SC=CC(=O)O.OC(CCC)(O)O